(4-(5-(2-fluorophenyl)-1,3,4-oxadiazol-2-yl)benzyl)glycine FC1=C(C=CC=C1)C1=NN=C(O1)C1=CC=C(CNCC(=O)O)C=C1